FC=1C=C(C=CC1)C#CC=1C=CC(=NC1)C1=NOC(=N1)C(C)NC1CC1 N-(1-(3-(5-((3-fluorophenyl)ethynyl)pyridin-2-yl)-1,2,4-oxadiazol-5-yl)ethyl)cyclopropanamine